C1(=CC=C(C=C1)N(C1=CC=C(C=C1)C(CCC1=CC=CC=C1)C1=CC=C(C=C1)N(C1=CC=C(C=C1)C)C1=CC=C(C=C1)C)C1=CC=C(C=C1)C)C 1,1-Bis(4-di-p-tolylaminophenyl)-3-phenylpropane